7-methyl-1-(1-(2-(quinolin-6-yl)acetyl)piperidin-4-yl)-1,3-dihydro-2H-benzo[d]imidazol-2-one CC1=CC=CC2=C1N(C(N2)=O)C2CCN(CC2)C(CC=2C=C1C=CC=NC1=CC2)=O